4-(2,2-difluoro-7-((5-methoxy-7-methyl-1H-indol-4-yl)methyl-d2)-7-azaspiro[3.5]nonan-6-yl)-3-((methyl-d3)amino)benzoic acid FC1(CC2(C1)CC(N(CC2)C([2H])([2H])C2=C1C=CNC1=C(C=C2OC)C)C2=C(C=C(C(=O)O)C=C2)NC([2H])([2H])[2H])F